6-chloro-2,3-dimethylpyridine ClC1=CC=C(C(=N1)C)C